C12N(CC(CC1)C2)CCOC=2C=C(C=1N(C2)N=CC1C#N)C1=NC=C(N=C1)N1CC2N(C(C1)C2)CC=2C=NC(=CC2)OC 6-(2-(2-azabicyclo[2.2.1]hept-2-yl)ethoxy)-4-(5-(6-((6-methoxypyridine-3-yl)methyl)-3,6-diazabicyclo[3.1.1]heptan-3-yl)pyrazin-2-yl)pyrazolo[1,5-a]pyridine-3-carbonitrile